N,N-bisglycidyl-N-dodecyl-N-allylammonium chloride [Cl-].C(C1CO1)[N+](CC=C)(CCCCCCCCCCCC)CC1CO1